(+/-)-cis-5-(1H-indole-2-carbonyl)-N-{1-[(1R,2R,4S)-7-oxabicyclo[2.2.1]heptan-2-yl]methyl}-4H,5H,6H,7H-[1,3]thiazolo[5,4-c]pyridin-2-amine N1C(=CC2=CC=CC=C12)C(=O)N1CC2=C(CC1)N=C(S2)NC[C@@H]2[C@H]1CC[C@@H](C2)O1 |r|